N1=C(C=CC=C1)C1=C(NC=2C1=NC=CC2)C2=CC(=NC=C2)N 4-[3-(2-Pyridyl)-1H-pyrrolo[3,2-b]pyridin-2-yl]pyridin-2-amine